C(C=C)(=O)NC=1C=C(C=CC1C(=O)N1CCC(CC1)OC)NC1=CC(=CN(C1=O)C)C=1C(=C(C=CC1)NC(C1=CC=C(C=C1)N(C)C)=O)C N-(3-(5-((3-acrylamido-4-(4-methoxypiperidine-1-carbonyl)phenyl)amino)-1-methyl-6-oxo-1,6-dihydropyridin-3-yl)-2-methylphenyl)-4-(dimethylamino)benzamide